OCC1=C(N=C(S1)C(C)=O)C 1-(5-(hydroxymethyl)-4-methylthiazol-2-yl)ethan-1-one